pentyl (isononyl) succinate C(CCC(=O)OCCCCCCC(C)C)(=O)OCCCCC